5-Benzyloxy-1-cyclohexylisoquinoline C(C1=CC=CC=C1)OC1=C2C=CN=C(C2=CC=C1)C1CCCCC1